FC=1C=C(C=C(C1C)C)O 3-Fluoro-4,5-dimethylphenol